ONC(CCCCCCN1OS\C(\O1)=C/C1=C(C=C(C=C1)C)OC)=O (Z)-N-hydroxy-7-(5-(2-methoxy-4-methylbenzylidene)-2,4-dioxathiazolidine-3-yl)heptanamide